CC1=C(C(=NO1)C1=CC=CC=C1)C1=CC=C(C=C1)S(=O)(=O)C1=CC=C(C=C1)C=1C(=NOC1C)C1=CC=CC=C1 4-[4-[4-(5-methyl-3-phenylisoxazol-4-yl)phenylsulfonyl]phenyl]-5-methyl-3-phenylisoxazole